CC1(C(C(CNC1)C(=O)OC)=O)C Methyl 5,5-dimethyl-4-oxopiperidine-3-carboxylate